FC1(CC(C1)([C@@H](C1=NN=CN1C)F)C=1C=C(C=CC1)N1C(C2=CC(=CC(=C2C1)C(F)(F)F)CN1CC(C1)(C)O)=O)F (S)-2-(3-(3,3-difluoro-1-(fluoro(4-methyl-4H-1,2,4-triazol-3-yl)methyl)cyclobutyl)-phenyl)-6-((3-hydroxy-3-methylazetidin-1-yl)methyl)-4-(trifluoromethyl)isoindolin-1-one